(S)-1'-(6-chloro-5-formylpyrazin-2-yl)-1,3-dihydrospiro[indene-2,4'-piperidine] ClC1=C(N=CC(=N1)N1CCC2(CC1)CC1=CC=CC=C1C2)C=O